6,6-dimethyl-5,6-dihydroimidazo[2,1-b]Thiazole dihydrochloride Cl.Cl.CC1(N=C2SC=CN2C1)C